Tert-butyl 4-((4-(4-amino-3-(4-phenoxyphenyl)-1H-pyrazolo[3,4-d]pyrimidin-1-yl) piperidin-1-yl)methyl)piperidine-1-carboxylate NC1=C2C(=NC=N1)N(N=C2C2=CC=C(C=C2)OC2=CC=CC=C2)C2CCN(CC2)CC2CCN(CC2)C(=O)OC(C)(C)C